BrC1=C(SC=C1)CN1C(NC(CC1)=O)=O 1-((3-bromothien-2-yl)methyl)dihydropyrimidine-2,4(1H,3H)-dione